CC1(CCC=2C(=NNC2C1)C=1NC2=CC(=CC=C2C1)N(C([C@H](C)N1CCOCC1)=O)C)C N-[2-(6,6-dimethyl-4,5,6,7-tetrahydro-1H-indazol-3-yl)-1H-indol-6-yl]-N-methyl-(2S)-2-(morpholin-4-yl)propanamide